N1(C=NC=C1)C=1N=C(C2=C(N1)CCC2)C(=O)N[C@@H]2C[C@H](C2)C(NC)=O 2-(1H-imidazol-1-yl)-N-((trans)-3-(methylcarbamoyl)cyclobutyl)-6,7-dihydro-5H-cyclopenta[d]pyrimidine-4-carboxamide